C1(CC1)[C@@H](C(C)(C)O)N1CC2=CC=CC(=C2C1=O)NC(C1=C(C(=CC=C1)F)C(F)(F)F)=O (S)-N-(2-(1-cyclopropyl-2-hydroxy-2-methylpropyl)-3-oxoisoindolin-4-yl)-3-fluoro-2-(trifluoromethyl)benzamide